9-tert-butyl 3-ethyl 5-[(3-fluorophenyl)methoxy]-4-(methoxymethyl)pyrido[3,4-b]indole-3,9-dicarboxylate FC=1C=C(C=CC1)COC1=C2C3=C(N(C2=CC=C1)C(=O)OC(C)(C)C)C=NC(=C3COC)C(=O)OCC